(S)-3-(((6-(2-isopropylphenyl)-2-methyl-1,2,3,4-tetrahydroisoquinolin-1-yl)methyl)amino)isonicotinic acid C(C)(C)C1=C(C=CC=C1)C=1C=C2CCN([C@@H](C2=CC1)CNC1=C(C(=O)O)C=CN=C1)C